C(C)(C)(C)OC(=O)N1C2CN(CC1C2)C2=NC=C(C=C2)C=2C=1N(C=C(C2)OC2CC(C2)O)N=CC1C#N 3-(5-(3-cyano-6-((1r,3r)-3-hydroxycyclobutoxy)pyrazolo[1,5-a]pyridin-4-yl)pyridin-2-yl)-3,6-diazabicyclo[3.1.1]heptane-6-carboxylic acid tert-butyl ester